N'-(1,2,3,5,6,7-hexahydro-s-indacen-4-ylcarbamoyl)-4-(morpholinomethyl)benzene-sulfonimidamide C1CCC2=C(C=3CCCC3C=C12)NC(=O)N=S(=O)(N)C1=CC=C(C=C1)CN1CCOCC1